CC(C(=O)OC1=NC(=NC2=C(C=C(C=C12)Br)F)C(F)(F)F)C\C=C/C[C@@H]([C@@H](\C=C\C=1N=C(N(C1[C@H](CCCCC)O)C)C)O)O 6-bromo-8-fluoro-2-(trifluoromethyl)quinazolin-4-ol methyl-(4Z,7S,8R,9E)-7,8-dihydroxy-10-(5-((S)-1-hydroxyhexyl)-1,2-dimethyl-1H-imidazol-4-yl)deca-4,9-dienoate